CCCCCCCC\C=C\CCCCCCCCC (E)-9-nonadecene